R-(+)-alpha-methyl-(4-methoxy)benzylamine C[C@H](C1=CC=C(C=C1)OC)N